dimethyl-3-aminopropane CC(CCN)C